FC1=C(C(=O)NC=2SC3=C(N2)C(=CC=C3)C#CC)C(=CC(=C1)N1CCNCC1)F 2,6-difluoro-4-(piperazin-1-yl)-N-(4-(prop-1-yn-1-yl)benzo[d]thiazol-2-yl)benzamide